tert-Butyl 2,6-dimethyl-4-(4,4,5,5-tetramethyl-1,3,2-dioxaborolan-2-yl)-3,6-dihydropyridine-1(2H)-carboxylate CC1N(C(C=C(C1)B1OC(C(O1)(C)C)(C)C)C)C(=O)OC(C)(C)C